BrC1=C2C(OC(C2=CC=C1)=O)O 4-bromo-3-hydroxyisobenzofuran-1-one